maleoylhistidyl-leucine methyl-4-chloro-1-methyl-1H-pyrrolo[2,3-b]pyridine-6-carboxylate CC1=CC=2C(=NC(=CC2Cl)C(=O)O)N1C.C(\C=C/C(=O)O)(=O)N[C@@H](CC1=CNC=N1)C(=O)N[C@@H](CC(C)C)C(=O)O